2,2-dideutero-2-phenyl-N'-(pyridine-2-yl)acethydrazide [2H]C(C(=O)NNC1=NC=CC=C1)(C1=CC=CC=C1)[2H]